1-benzyl-4-hexyl-1H-1,2,3-triazole C(C1=CC=CC=C1)N1N=NC(=C1)CCCCCC